4-((6-((1-(tert-butoxycarbonyl)-5-methyl-1H-pyrazol-3-yl)amino)-3-fluoropyridin-2-yl)methyl)-1-(3-chloro-2-fluorobenzyl)-2-ethylpiperidine-4-carboxylic acid methyl ester COC(=O)C1(CC(N(CC1)CC1=C(C(=CC=C1)Cl)F)CC)CC1=NC(=CC=C1F)NC1=NN(C(=C1)C)C(=O)OC(C)(C)C